OC1CN(C1)C(=O)C1=NC(=CC(=C1)C=1C=C(C=CC1C)NC(=O)N1C[C@@H](CC1)CC(F)(F)F)N1CCOCC1 (3S)-N-[3-[2-(3-hydroxyazetidine-1-carbonyl)-6-(morpholin-4-yl)pyridin-4-yl]-4-methylphenyl]-3-(2,2,2-trifluoroethyl)pyrrolidine-1-carboxamide